6-(morpholin-4-yl)pyridazine-3-carboxamide N1(CCOCC1)C1=CC=C(N=N1)C(=O)N